N5-(2-methyl-4-(4-(trifluoromethyl)piperidin-1-yl)phenyl)-1H-benzo[d]imidazole-2,5-diamine CC1=C(C=CC(=C1)N1CCC(CC1)C(F)(F)F)NC1=CC2=C(NC(=N2)N)C=C1